tert-butyl (3S,4R)-4-[[4-[3-(2,6-dioxo-3-piperidyl)-5-fluoro-1-methyl-indazol-6-yl]-1-piperidyl]methyl]-3-fluoro-piperidine-1-carboxylate O=C1NC(CCC1C1=NN(C2=CC(=C(C=C12)F)C1CCN(CC1)C[C@@H]1[C@@H](CN(CC1)C(=O)OC(C)(C)C)F)C)=O